R-(+)-Propylene Oxide C1[C@@H](C)O1